CN(CC(CO)O)C 3-dimethylaminopropane-1,2-diol